4-amino-N-[3-(dimethylamino)propyl]-8-(1,3-dimethylpyrazol-4-yl)-2-oxo-1H-quinoline-3-carboxamide NC1=C(C(NC2=C(C=CC=C12)C=1C(=NN(C1)C)C)=O)C(=O)NCCCN(C)C